ethyl 6-(2-aminoethyl)-5,7-dihydro-4H-thieno[2,3-c]pyridine-2-carboxylate NCCN1CC2=C(CC1)C=C(S2)C(=O)OCC